(biphenyl-4-yl)-[4-(4,4,5,5-tetramethyl-[1,3,2]dioxaborolan-2-yl)phenyl]-phenylamine C1(=CC=C(C=C1)N(C1=CC=CC=C1)C1=CC=C(C=C1)B1OC(C(O1)(C)C)(C)C)C1=CC=CC=C1